N1C=CC2=CC=C(C=C12)C1=C(C(=O)O)C=CC=C1C#CC1=CC=C2CCN(CC2=C1)S(=O)(=O)C 2-(1H-indol-6-yl)-3-((2-(methylsulfonyl)-1,2,3,4-tetrahydroisoquinolin-7-yl)ethynyl)benzoic Acid